1-(4-(4-amino-7-(2-hydroxy-2-methylpropyl)-7H-pyrrolo[2,3-d]pyrimidin-5-yl)-2-fluorophenyl)-3-(3-(1-(trifluoromethyl)cyclopropyl)isoxazol-5-yl)urea NC=1C2=C(N=CN1)N(C=C2C2=CC(=C(C=C2)NC(=O)NC2=CC(=NO2)C2(CC2)C(F)(F)F)F)CC(C)(C)O